tert-butyl (S)-3-amino-4,4-dimethoxybutanoate N[C@@H](CC(=O)OC(C)(C)C)C(OC)OC